Cl.FC=1C=C2CCN(CC2=CC1C1=CC=NC=2NC(C=CC12)=O)S(=O)(=O)N 6-fluoro-7-(7-oxo-7,8-dihydro-1,8-naphthyridin-4-yl)-3,4-dihydroisoquinoline-2(1H)-sulfonamide hydrochloride